O[C@H]([C@@H](C)NC([C@@H]([C@@H](OC)[C@H]1N([C@H]2C[C@H]2C1)C(=O)OCC1C2=CC=CC=C2C=2C=CC=CC12)C)=O)C1=CC=CC=C1 (9H-fluoren-9-yl)methyl (1S,3S,5S)-3-((1R,2R)-3-(((1S,2R)-1-hydroxy-1-phenylpropan-2-yl)amino)-1-methoxy-2-methyl-3-oxopropyl)-2-azabicyclo[3.1.0]hexane-2-carboxylate